C(C=C)(=O)OCCOC(NCCCCCCNC(OCCOC(C=C)=O)=O)=O 4,13-dioxo-3,14-dioxa-5,12-diazahexadecane-1,16-diyl diacrylate